ClC=1C=C(C(=NC1OC)NS(=O)(=O)C1=CNC2=C3C(=CC=C12)C=CC=C3)F N-(5-chloro-3-fluoro-6-methoxypyridin-2-yl)-1H-benzo[g]indole-3-sulfonamide